CN(C(=O)[C@@H]1N(CCN(C1)C(=O)O)C(=O)O)C (R)-2-(dimethylcarbamoyl)piperazine-1,4-dicarboxylic acid